OCC1(CN(C1)C1=C(C=C2C(C(=CN(C2=N1)C1=C(C=C(C=C1F)F)Cl)C(=O)N[C@H](C(F)(F)F)C1CC1)=O)F)CO 7-[3,3-bis(hydroxymethyl)azaCyclobut-1-yl]-1-(2-chloro-4,6-difluorophenyl)-N-[(1S)-1-cyclopropyl-2,2,2-trifluoroethyl]-6-fluoro-4-oxo-1,4-dihydro-1,8-naphthyridine-3-carboxamide